2,5-dihydro-thiophene S1CC=CC1